C(C1=CC=CC=C1)N1CC2(C1)CC(C2)NC(=O)N2[C@@H](CN(CC2)C2=CC(=C(C(=C2)F)F)F)C (2R)-N-{2-benzyl-2-azaspiro[3.3]heptan-6-yl}-2-methyl-4-(3,4,5-trifluorophenyl)piperazine-1-carboxamide